C1=CC(=C2C=CC=C3C4=CC=CC5=CC=CC(C1=C23)=C45)CCCCC(=O)O 5-(perylene-3-yl)pentanoic acid